ClC=1C=C2C(=NN1)NC[C@@H]1N2C[C@@H](C1)NC (6aR,8R)-2-chloro-N-methyl-5,6,6a,7,8,9-hexahydropyrrolo[1',2':4,5]pyrazino[2,3-c]pyridazin-8-amine